CNC(=O)C1=CC=C(C(=N1)C)N1CCC=CC1 N,2'-dimethyl-3,6-dihydro-2H-[1,3'-bipyridine]-6'-carboxamide